C(C)OC(=O)C=1N(C=CN1)C ethyl-1-methyl-1H-imidazole-2-carboxylate